COC1=CC=C(C=C1)O[C@H]2[C@@H]([C@H]([C@H]([C@H](O2)CO)O)O[C@H]3[C@@H]([C@H]([C@@H]([C@H](O3)C(=O)[O-])O)O)O)O The molecule is the carbohydrate acid derivative anion formed from beta-D-GlcA-(1->3)-beta-D-Gal-OC6H4-4-OMe by loss of a proton from its carboxy group. It is a conjugate base of a beta-D-GlcA-(1->3)-beta-D-Gal-OC6H4-4-OMe.